[4-(6-chloropyrazolo[3,4-d]pyrimidin-1-yl)-1-methyl-cyclohexyl]methanol ClC1=NC=C2C(=N1)N(N=C2)C2CCC(CC2)(C)CO